ClC=1C=C2C(=CNC2=CC1)C1=CN=C(O1)C 5-chloro-3-(2-methyloxazol-5-yl)-indole